2-chloro-N4-(2,4-dimethoxybenzyl)pyrimidine-4,5-diamine ClC1=NC=C(C(=N1)NCC1=C(C=C(C=C1)OC)OC)N